C(CCCCCCCCCCCCCCCCC)P(OC)(OC)=O dimethyl octadecyl-phosphonate